(3S)-1-[(2R)-2-[4-(4-fluoro-2-methyl-phenyl)-2-oxo-chromen-7-yl]oxypropionyl]piperidine-3-carboxylic acid FC1=CC(=C(C=C1)C1=CC(OC2=CC(=CC=C12)O[C@@H](C(=O)N1C[C@H](CCC1)C(=O)O)C)=O)C